FC=1C=CC(=C(C1)[C@@H]1N(CCC1)C=1C=CC=2N(N1)C(=CN2)C(=O)NC2CN(C2)C(=O)OC(C)(C)C)SC tert-Butyl 3-{6-[(2R)-2-[5-fluoro-2-(methylsulfanyl)phenyl]pyrrolidin-1-yl]imidazo[1,2-b]pyridazine-3-amido}azetidine-1-carboxylate